(R)-2-(5-fluoro-2-methoxypyridin-4-yl)-1-((S)-7-((7-fluoro-6-methoxyquinolin-2-yl)amino)-5-azaspiro[2.4]heptan-5-yl)propan-1-one FC=1C(=CC(=NC1)OC)[C@H](C(=O)N1CC2(CC2)[C@@H](C1)NC1=NC2=CC(=C(C=C2C=C1)OC)F)C